tert-butyl 3-[[2-fluoro-4-(trifluoromethyl)phenyl]methyl-methyl-amino]azetidine-1-carboxylate FC1=C(C=CC(=C1)C(F)(F)F)CN(C1CN(C1)C(=O)OC(C)(C)C)C